C(C)N(N)C1=NN=NN1 5-(1-ethyl-hydrazino)-1H-tetrazole